FC(C1=CC(=NN1)CN(C(=O)NC1=CC(=C(C=C1)F)C(F)F)C1=CN=NC(=C1)OC)F ((5-(Difluoromethyl)-1H-pyrazol-3-yl)methyl)-3-(3-(difluoromethyl)-4-fluorophenyl)-1-(6-methoxypyridazin-4-yl)urea